ClC=1C(=C(N)C=CC1OCC1=NC=CC=C1)F 3-chloro-2-fluoro-4-(2-pyridylmethoxy)aniline